C(C1=CC=CC=C1)S(=O)CC1=CC=CC=C1 dibenzyl sulfoxide